4-bromo-10-(2-bromophenyl)-10H-spiro[acridine-9,9'-thioxanthene] BrC1=CC=CC2=C1N(C1=CC=CC=C1C21C2=CC=CC=C2SC=2C=CC=CC12)C1=C(C=CC=C1)Br